(2-isopropoxy-hexafluoro-naphthyl)boron C(C)(C)OC1=C(C2=C(C(=C(C(=C2C(=C1F)F)F)F)F)F)[B]